Cl.ClC1=NC=CC(=C1Cl)SC=1N=CC(=NC1)C1CCC2(C(C3=CC=CC=C3C2)N)CC1 (1r,4r)-4-(5-((2,3-dichloropyridin-4-yl)thio)pyrazin-2-yl)-1',3'-dihydrospiro[cyclohexane-1,2'-inden]-1'-amine hydrochloride